5-oxo-6-((2-(trimethylsilyl)ethoxy)methyl)-6-azaspiro[3.4]octane-2-carboxylic acid O=C1C2(CC(C2)C(=O)O)CCN1COCC[Si](C)(C)C